T-butylbenzoic acid CC(C)(C)C1=CC=CC=C1C(=O)O